N-[octadeca-9,12-dienoyl]histidine tert-butyl-2-allyl-3-(1-hydroxybut-3-en-1-yl)-6,7-dihydro-2H-pyrazolo[4,3-c]pyridine-5(4H)-carboxylate C(C)(C)(C)C1N(CCC=2C1=C(N(N2)CC=C)C(CC=C)O)C(=O)O.C(CCCCCCCC=CCC=CCCCCC)(=O)N[C@@H](CC2=CNC=N2)C(=O)O